alpha-hydroxybutyric acid OC(C(=O)O)CC